pyridiniumsulphonate [N+]1(=CC=CC=C1)S(=O)(=O)[O-]